2-Chloro-4-(3,3-difluoropyrrolidin-1-yl)pyrimidine ClC1=NC=CC(=N1)N1CC(CC1)(F)F